2-(4-Fluorophenyl)-N-{4-[3-(3-fluorophenyl)-1H-pyrrolo[3,2-b]pyridin-2-yl]pyridin-2-yl}acetamid FC1=CC=C(C=C1)CC(=O)NC1=NC=CC(=C1)C1=C(C2=NC=CC=C2N1)C1=CC(=CC=C1)F